2,2'-bis(cyclopenta[a]naphthalene-2-yl)biphenyl C1C(=CC=2C1=C1C=CC=CC1=CC2)C2=C(C=CC=C2)C2=C(C=CC=C2)C2=CC=1C(=C3C=CC=CC3=CC1)C2